N-[(3S)-9-fluoro-2-oxo-5-phenyl-1,3-dihydro-1,4-benzodiazepin-3-yl]-2-(2-fluorophenyl)-6-(morpholin-4-ylmethyl)-6,7-dihydro-5H-pyrazolo[5,1-b][1,3]oxazine-3-carboxamide FC1=CC=CC=2C(=N[C@@H](C(NC21)=O)NC(=O)C=2C(=NN1C2OCC(C1)CN1CCOCC1)C1=C(C=CC=C1)F)C1=CC=CC=C1